ClC1=NC(=NC(=N1)C1=CC=CC=2OC3=C(C21)C=CC=C3)C3=CC=CC=C3 2-chloro-4-(dibenzofuran-1-yl)-6-phenyl-(1,3,5)triazine